5-cyclopropyl-3-(ethylsulfonyl)-2-(5-((trifluoromethyl)sulfonyl)benzo[d]oxazol-2-yl)pyridine 1-oxide C1(CC1)C=1C=C(C(=[N+](C1)[O-])C=1OC2=C(N1)C=C(C=C2)S(=O)(=O)C(F)(F)F)S(=O)(=O)CC